N[C@@H](CCC(=O)NC(C)CC1=CC=CC=C1)C(=O)O γ-glutamyl-amphetamine